COC(NC1=NC=CC(=C1F)CC=1C=NC=C(C1C)NC1=C(C=C(C=C1)Br)F)=O N-[4-({5-[(4-bromo-2-fluorophenyl)amino]-4-methylpyridin-3-yl}methyl)-3-fluoropyridin-2-yl]carbamic acid methyl ester